FC1=CC(=CC2=C1OCO2)C2=NC=C(C=C2N2CCC(CCC2)C(=O)O)CCCOC 1-(2-(7-fluorobenzo[d][1,3]dioxol-5-yl)-5-(3-methoxypropyl)pyridin-3-yl)azepane-4-carboxylic acid